CC1=C(C(=C(C2=C1C(N=C(S2)N2CCC1(OC[C@@H](O1)C)CC2)=O)[N+](=O)[O-])C)C(F)(F)F (S)-5,7-dimethyl-2-(2-methyl-1,4-dioxa-8-azaspiro[4.5]decan-8-yl)-8-nitro-6-(trifluoromethyl)-4H-1,3-benzothiazin-4-one